C(CC)C(CNC(C1=CC=NC=C1)=O)CCCCC N-(2-propylheptyl)-4-picolinamide